8-methoxy-4-(1H-1,2,4-triazol-1-yl)quinazolin-2-amine COC=1C=CC=C2C(=NC(=NC12)N)N1N=CN=C1